ClC=1N=CC2=C(C=CC(=C2C1)C(CO)C)N1[C@@H](CC1)C 2-(3-chloro-8-((R)-2-methylazetidin-1-yl)isoquinolin-5-yl)propan-1-ol